3-(2-phenylethyl)-5-[(2S)-1-isobutylsulfonyl-pyrrolidin-2-yl]-1,2,4-oxadiazole C1(=CC=CC=C1)CCC1=NOC(=N1)[C@H]1N(CCC1)S(=O)(=O)CC(C)C